3-(3,4,5-trimethoxyphenyl)thieno[2',3':4,5]benzo[1,2-d]isoxazole-4,8-dione COC=1C=C(C=C(C1OC)OC)C1=NOC2=C1C(C1=C(C2=O)SC=C1)=O